N1(CCNCC1)C1=CC=C(C=C1)C1=NC=CC(=N1)C1=CC=2C(NCCC2N1)=O 2-(2-(4-(piperazin-1-yl)phenyl)pyrimidin-4-yl)-6,7-dihydro-1H-pyrrolo[3,2-c]pyridin-4(5H)-one